2-(2-(3-(2,6-dichlorophenyl)-1-methyl-allylaminoxymethyl)-phenyl)-2-methoxyimino-N-methyl-acetamide ClC1=C(C(=CC=C1)Cl)C=CC(C)NOCC1=C(C=CC=C1)C(C(=O)NC)=NOC